1-(4-{2-sec-Butyl-7-[2-(4-chloro-phenyl)-1,1-dimethyl-ethylamino]-2H-pyrazolo[4,3-d]pyrimidin-5-yl}-piperazin-1-yl)-ethanon C(C)(CC)N1N=C2C(N=C(N=C2NC(CC2=CC=C(C=C2)Cl)(C)C)N2CCN(CC2)C(C)=O)=C1